CN1N=NC(=C1C1=CC=2N(C=3C=C4C(=CC3C2N=C1)CCC4)C(C4CCOCC4)C4=CC=CC=C4)C 3-(1,4-dimethyl-1H-1,2,3-triazol-5-yl)-5-(phenyl-(tetrahydro-2H-pyran-4-yl)methyl)-5,7,8,9-tetrahydrocyclopenta[f]pyrido[3,2-b]indole